N-benzyl-dicyclohexyl-amine C(C1=CC=CC=C1)N(C1CCCCC1)C1CCCCC1